silicon-chromium iron [Fe].[Cr].[Si]